4-fluoro-3-(N-(2-(4,4,5,5-tetramethyl-1,3,2-dioxaborolan-2-yl)phenyl)sulfamoyl)-N-(3,4,5-trifluorophenyl)benzamide FC1=C(C=C(C(=O)NC2=CC(=C(C(=C2)F)F)F)C=C1)S(NC1=C(C=CC=C1)B1OC(C(O1)(C)C)(C)C)(=O)=O